N-phenyl-ε-caprolactam C1(=CC=CC=C1)N1C(CCCCC1)=O